(4-benzamidophenyl)dimethyl-sulfonium triflate [O-]S(=O)(=O)C(F)(F)F.C(C1=CC=CC=C1)(=O)NC1=CC=C(C=C1)[S+](C)C